C(#N)C=1N=CC(=NC1)NC1=CC=NN1 5-((5-cyanopyrazin-2-yl)amino)-1H-pyrazol